(Z)-4-((5-(piperidin-1-yl)thiophen-2-yl)methylene)-3-(trifluoromethyl)isoxazol-5(4H)-one N1(CCCCC1)C1=CC=C(S1)\C=C/1\C(=NOC1=O)C(F)(F)F